Indium oxid [O-2].[In+3].[O-2].[O-2].[In+3]